1-(1-acetylpiperidin-4-yl)-6-(2,2-difluoroethoxy)-3-(3,4-dimethoxybenzyl)quinazoline-2,4(1H,3H)-dione C(C)(=O)N1CCC(CC1)N1C(N(C(C2=CC(=CC=C12)OCC(F)F)=O)CC1=CC(=C(C=C1)OC)OC)=O